5-ethyl-2-methoxy-N-(4-methoxy-6-((4-(ureidomethyl)-1H-pyrazol-1-yl)methyl)benzo[d]isoxazol-3-yl)benzenesulfonamide C(C)C=1C=CC(=C(C1)S(=O)(=O)NC1=NOC2=C1C(=CC(=C2)CN2N=CC(=C2)CNC(=O)N)OC)OC